7-(2-((2-cyclopropyl-4-(2-oxopiperazin-1-yl)phenyl)amino)-5-(trifluoromethyl)pyrimidin-4-yl)-4-(oxetan-3-yl)-3,4-dihydrothieno[2,3-f][1,4]thiazepin-5(2H)-one 1,1-dioxide C1(CC1)C1=C(C=CC(=C1)N1C(CNCC1)=O)NC1=NC=C(C(=N1)C1=CC2=C(C(N(CCS2(=O)=O)C2COC2)=O)S1)C(F)(F)F